(4-(hydroxymethyl)phenyl)diphenyl-phosphine oxide OCC1=CC=C(C=C1)P(C1=CC=CC=C1)(C1=CC=CC=C1)=O